COC(=O)C=1C=NC(=NC1)NC1CC2=CC=CC=C2C1 2-((2,3-dihydro-1H-inden-2-yl)amino)pyrimidine-5-carboxylic acid methyl ester